N-(2-Amino-4-((4-(trifluoromethyl)benzyl)amino)phenyl)-2-(2-methoxyethoxy)acetamid NC1=C(C=CC(=C1)NCC1=CC=C(C=C1)C(F)(F)F)NC(COCCOC)=O